Cl.C1(CC1)C1=C2CC(CC2=CC=C1)N 4-Cyclopropyl-2,3-dihydro-1H-inden-2-amine hydrochloride